N-(3-(3-aminopropanamido)propyl)-4-((3-(1-(cyanomethyl)-3-(trifluoromethyl)-1H-pyrazol-4-yl)imidazo[1,2-a]pyrazin-8-yl)amino)-2-ethylbenzamide NCCC(=O)NCCCNC(C1=C(C=C(C=C1)NC=1C=2N(C=CN1)C(=CN2)C=2C(=NN(C2)CC#N)C(F)(F)F)CC)=O